FC=1C=CC(=NC1)C1=NN2C(CCC(C2)(C)CCOC)=C1 2-(5-fluoropyridin-2-yl)-6-(2-methoxyethyl)-6-methyl-4,5,6,7-tetrahydropyrazolo[1,5-a]pyridine